COC1=CC=C(C=C1)CN(C1NCNNC1CNCCO)CC1=CC=C(C=C1)OC 2-{[(5-{bis[(4-methoxyphenyl)methyl]amino}-1,2,4-triazacyclohexan-6-yl)methyl]amino}ethan-1-ol